C(#N)C=1C(=CC=NC1)NC1(CC1)CSCC 5-cyano-4-((1-((ethylthio)methyl)cyclopropyl)amino)pyridin